aluminum manganese di-titanium [Ti].[Ti].[Mn].[Al]